CNC1C(C=CC=C1)(C1=CC=C(C=C1)F)[2H] N-methyl-4'-fluorobiphenyl-2-amine-1-d